NCCC1=CC=C(C=C1)N1C(=NC=2C1=NC(=CC2)C2=CC(=CC=C2)N2CCOCC2)C=2C(=NC=CC2)N 3-{3-[4-(2-aminoethyl)phenyl]-5-[3-(morpholin-4-yl)phenyl]imidazo[4,5-b]pyridin-2-yl}pyridin-2-amine